FC1=C(C=C(C=C1)F)[C@@H]1N(OCC1)C1=CC(=NC=N1)NC=1C(=CC(=C(C1)NC(C=C)=O)N1CCOCC1)OC N-(5-((6-((R)-3-(2,5-difluorophenyl)isoxazolidine-2-yl)pyrimidine-4-yl)amino)-4-methoxy-2-morpholinophenyl)acrylamide